C(C=C)(=O)N1CCN(CC1)C1=C(N=C2N1CCN(C2)C2=C(C=CC=C2)O)C#N 3-(4-acryloylpiperazin-1-yl)-7-(2-hydroxyphenyl)-5,6,7,8-tetrahydroimidazo[1,2-a]pyrazine-2-carbonitrile